2-amino-5-(2-fluoro-4-(4-isopropylpiperazin-1-yl)phenyl)-N-((1r,4r)-4-hydroxycyclohexyl)nicotinamide NC1=C(C(=O)NC2CCC(CC2)O)C=C(C=N1)C1=C(C=C(C=C1)N1CCN(CC1)C(C)C)F